1-((1-methoxypropan-2-yl) oxy) propane-2-yl-acetate CC(C)CC(=O)OOC(COC)C